FC(OC=1C=C(C=CC1)C1=NOC(=N1)C1CC12C(CN(CC2)S(=O)(=O)N)F)F {3-[3-(difluoromethoxy)phenyl]-1,2,4-oxadiazol-5-yl}-4-fluoro-6-azaspiro[2.5]octane-6-sulfonamide